tert-butyl 4-(4-fluoro-1H-pyrrolo[2,3-c]pyridin-5-yl)-3,6-dihydropyridine-1(2H)-carboxylate FC1=C2C(=CN=C1C=1CCN(CC1)C(=O)OC(C)(C)C)NC=C2